N-(1-(2-(cyclopropanesulfonylamino)thiazol-4-yl)-3-methoxypropyl)-4-(6-ethylpyrazin-2-yl)-2-fluorobenzamide C1(CC1)S(=O)(=O)NC=1SC=C(N1)C(CCOC)NC(C1=C(C=C(C=C1)C1=NC(=CN=C1)CC)F)=O